C(C)(C)(C)OC(=O)N1CCN(CC1)C1=NC(=NC(=C1)C(F)(F)F)N1[C@H](CC1)C (S)-4-(2-(2-Methylazetidin-1-yl)-6-(trifluoromethyl)pyrimidin-4-yl)piperazine-1-carboxylic acid tert-butyl ester